[S-2].[Li+].[P+3].[S+2].[S-2].[S-2] sulfur phosphorus lithium sulfide